OC(CCCCCCCCCC(=O)O)CCCCCCCCCCC 11-Hydroxy-docosanoic acid